Indole-7-sulfonamide HCl salt Cl.N1C=CC2=CC=CC(=C12)S(=O)(=O)N